(phenoxymethyl)cyclohexane-1-one O(C1=CC=CC=C1)CC1C(CCCC1)=O